4-amino-3-methoxy-N-(methylsulfonyl)benzamide NC1=C(C=C(C(=O)NS(=O)(=O)C)C=C1)OC